ClC1=CC=C(C=C2C(C3=CC=CC=C3C2=O)=O)C=C1 2-(4-chlorobenzylidene)-1H-indene-1,3(2H)-dione